4-(2-chloroethyl)-3-methoxymethylmorpholine hydrochloride Cl.ClCCN1C(COCC1)COC